C(C)(=O)N1CCC(CC1)C(=O)N[C@@H](C)C1=NC(=NO1)C1=CC(=NC=C1)C(F)(F)F 1-acetyl-N-[(1S)-1-[3-[2-(trifluoromethyl)-4-pyridyl]-1,2,4-oxadiazol-5-yl]ethyl]piperidine-4-carboxamide